C(C1=C(C(=O)[O-])C(C(=O)[O-])=C(C(=O)[O-])C(C(=O)[O-])=C1C(=O)[O-])(=O)[O-].[Cu+2].[Cu+2].[Cu+2] copper mellitate